tert-butyl (E)-(2-(((2-butylbenzo[d]oxazol-6-yl)thio)methyl)-3-fluoroallyl)carbamate C(CCC)C=1OC2=C(N1)C=CC(=C2)SC\C(\CNC(OC(C)(C)C)=O)=C\F